ethyl 4-[2-(4-hydroxy-4-piperidyl)ethynyl]-2,6-dimethyl-7-oxo-1H-pyrrolo[2,3-c]pyridine-3-carboxylate OC1(CCNCC1)C#CC=1C2=C(C(N(C1)C)=O)NC(=C2C(=O)OCC)C